6-(2-(tert-butylamino)-2-oxoacetyl)-N-(4-fluoro-3-methylphenyl)-3,4-dihydro-1H-pyrrolo[2,1-c][1,4]oxazine-8-carboxamide C(C)(C)(C)NC(C(=O)C1=CC(=C2COCCN21)C(=O)NC2=CC(=C(C=C2)F)C)=O